C(C)N(CC)CCCCCNCCCCCN(CC)CC bis[5-(N,N-diethylamino)pentyl]amine